COCC1(CCC(CC1)C=1C(=NN2C1CN(CC2)C(=O)C2(CCC2)C)CN(CCNC)C)COC (3-(4,4-bis(methoxymethyl)-cyclohexyl)-2-((methyl(2-(methylamino)ethyl)amino)-methyl)-6,7-dihydropyrazolo-[1,5-a]pyrazin-5(4H)-yl)(1-methylcyclobutyl)methanone